isopropyl (5-(2-(2-chloroacetamido)imidazo[1,2-a]pyrazin-6-yl)pyridin-3-yl)(methyl)carbamate ClCC(=O)NC=1N=C2N(C=C(N=C2)C=2C=C(C=NC2)N(C(OC(C)C)=O)C)C1